(R)-N-(2-(4-Cyanothiazolidin-3-yl)-2-oxoethyl)-6-(3-(2,2-difluoroethyl)-3-methylazetidin-1-yl)quinoline-4-carboxamide C(#N)[C@H]1N(CSC1)C(CNC(=O)C1=CC=NC2=CC=C(C=C12)N1CC(C1)(C)CC(F)F)=O